tert-Butyl (S)-3-(7-bromo-1H-imidazo[4,5-c]quinolin-2-yl)piperidine-1-carboxylate BrC=1C=CC=2C3=C(C=NC2C1)N=C(N3)[C@@H]3CN(CCC3)C(=O)OC(C)(C)C